[N+](=O)([O-])C1=C(C=C(C(=O)OC)C=C1)OCCC1=CC=C(C=C1)O[Si](C(C)C)(C(C)C)C(C)C Methyl 4-nitro-3-(4-(triisopropylsiloxy)-phenethoxy)-benzoate